benzyl 5-((bis((((2-methoxyethoxy)carbonyl)oxy)methoxy)phosphoryl)difluoromethyl)benzo[b]thiophene-2-carboxylate COCCOC(=O)OCOP(=O)(OCOC(=O)OCCOC)C(C1=CC2=C(SC(=C2)C(=O)OCC2=CC=CC=C2)C=C1)(F)F